((2-((4,4-difluorocyclohexyl)amino)thiazol-5-yl)methyl)-1-methyl-2-oxo-2,3-dihydro-1H-benzimidazole-5-carboxamide FC1(CCC(CC1)NC=1SC(=CN1)CN1C(N(C2=C1C=C(C=C2)C(=O)N)C)=O)F